COC1=CC=C(C=C1)C1=NOC(=N1)N1CCC(CC1)C(=O)NCC1CN(CC1)CC=1SC=CN1 1-(3-(4-Methoxyphenyl)-1,2,4-oxadiazol-5-yl)-N-((1-(Thiazol-2-ylmethyl)pyrrolidin-3-yl)methyl)piperidin-4-carboxamid